cumyl-urea C(C)(C)(C1=CC=CC=C1)NC(=O)N